(S)-N-(3-(4-(1-Acetyl-2-methyl-1,2,3,4-tetrahydroquinolin-6-yl)benzamido)propyl)-6-bromo-8-morpholinoimidazo[1,2-a]pyrazine-2-carboxamide C(C)(=O)N1[C@H](CCC2=CC(=CC=C12)C1=CC=C(C(=O)NCCCNC(=O)C=2N=C3N(C=C(N=C3N3CCOCC3)Br)C2)C=C1)C